FC(C1=C(C=CC(=C1)F)O)F 2-(difluoromethyl)-4-fluorophenol